(9aR)-2-[5-ethynyl-6-[(1S)-1-methoxyethyl]-3-pyridyl]-1,3,4,6,7,8,9,9a-octahydropyrido[1,2-a]pyrazine C(#C)C=1C=C(C=NC1[C@H](C)OC)N1C[C@@H]2N(CC1)CCCC2